CN(C1CCC(CC1)NC1=NC2=CC=C(C=C2C=N1)B1OC(C(O1)(C)C)(C)C)C (1r,4r)-N1,N1-dimethyl-N4-(6-(4,4,5,5-tetramethyl-1,3,2-dioxaborolan-2-yl)quinazolin-2-yl)cyclohexane-1,4-diamine